3,4,5,6-tetrachloropyridine formate C(=O)O.ClC=1C=NC(=C(C1Cl)Cl)Cl